2,7-bis(allyloxy)-9-(4-(methylthio)phenyl)-9H-fluoren-9-ol C(C=C)OC1=CC=2C(C3=CC(=CC=C3C2C=C1)OCC=C)(O)C1=CC=C(C=C1)SC